2-((4-(3-(4-chloro-2-fluorophenyl)-4-methyl-3,4-dihydro-2H-benzo[b][1,4]oxazin-5-yl) piperidin-1-yl) methyl)-3-(((S)-oxabutan-2-yl) methyl)-3H-imidazo[4,5-b]pyridine-5-carboxylate ClC1=CC(=C(C=C1)C1N(C2=C(OC1)C=CC=C2C2CCN(CC2)CC2=NC=1C(=NC(=CC1)C(=O)[O-])N2C[C@@H](O)CC)C)F